N-benzyl-6-(3-(4-chlorobenzyl)ureido)-N-methylhexanamide C(C1=CC=CC=C1)N(C(CCCCCNC(=O)NCC1=CC=C(C=C1)Cl)=O)C